1-(5-(3-chlorophenyl)-3-hydroxy-4-methylpicolinamido)cyclobutane-1-carboxylic acid ClC=1C=C(C=CC1)C=1C(=C(C(=NC1)C(=O)NC1(CCC1)C(=O)O)O)C